3-({3-fluoro-4-[5-(trifluoromethyl)-1,2,4-oxadiazol-3-yl]phenyl}methoxy)-6-methylpyridazine FC=1C=C(C=CC1C1=NOC(=N1)C(F)(F)F)COC=1N=NC(=CC1)C